(2R,5R)-2-(1-(4-bromophenyl)-3-(furan-3-yl)-1H-pyrazol-4-yl)-5-methyl-3-(2-(2-oxo-2,3-dihydro-1H-benzo[d]imidazol-5-yl)ethyl)oxazolidin-4-one BrC1=CC=C(C=C1)N1N=C(C(=C1)[C@H]1O[C@@H](C(N1CCC1=CC2=C(NC(N2)=O)C=C1)=O)C)C1=COC=C1